3-(benzyloxy)-1-(5-(((tert-butyldimethylsilyl)oxy)methyl)-2-methoxypyridin-3-yl)cyclobutan-1-ol C(C1=CC=CC=C1)OC1CC(C1)(O)C=1C(=NC=C(C1)CO[Si](C)(C)C(C)(C)C)OC